1-benzyloxy-5-(difluoromethyl)-2-iodo-3-methyl-benzene C(C1=CC=CC=C1)OC1=C(C(=CC(=C1)C(F)F)C)I